S1C(=CC=C1)\C=C\1/OC2=C(C1)C=CC(=C2)O (Z)-2-(thiophene-2-yl-methylene)-6-hydroxybenzofuran